2-methylthioadenosine triphosphate tetrasodium salt [Na+].[Na+].[Na+].[Na+].P([O-])(=O)(OP(=O)([O-])OP(=O)([O-])[O-])OC[C@@H]1[C@H]([C@H]([C@@H](O1)N1C=NC=2C(N)=NC(=NC12)C)S)O